OCCC(C)OC1=CC=C(C=C1)C(C(C)(C)O)C(=O)C(C(C)(O)C)C1=CC=C(C=C1)OC(C)CCO 4-(2-hydroxy ethyl-ethoxy)-phenyl-(2-hydroxy-2-methyl-propyl) ketone